C(C)(C)(C)OC(=O)N1C2CN(CC1C2)CC2=C(N=C1N2C=CC=C1)C1=CC=C(C=C1)Cl tert.-Butyl-3-{[2-(4-chlorophenyl)imidazo[1,2-a]-pyridin-3-yl]methyl}-3,6-diazabicyclo[3.1.1]heptane-6-carboxylate